C(C(COP(=O)([O-])[O-])O)O.[Na+].[Na+] Disodium α-glycerophosphate hydrate